C(C)N1C(C2=C(C=C1C(F)(F)F)N=C(N2C)C2=C(C=C(C=N2)C2(CC2)C#N)[S@@](=O)CC)=O 1-[6-[5-ethyl-3-methyl-4-oxo-6-(trifluoromethyl)imidazo[4,5-c]pyridin-2-yl]-5-[(S)-ethylsulfinyl]-3-pyridyl]cyclopropanecarbonitrile